FC=1C(=C(N)C=C(C1)B1OC(C(O1)(C)C)(C)C)C 3-fluoro-2-methyl-5-(4,4,5,5-tetramethyl-1,3,2-dioxaborolan-2-yl)aniline